FC(N1C(C=CC(=C1)[N+](=O)[O-])=O)F 1-(difluoromethyl)-5-nitropyridin-2(1H)-one